COC1=CC2=C(C3=C(N(N=C3CC2)C2=CC=CC=C2)C2=CC(=C(C(=C2)OC)OC)OC)C=C1 7-methoxy-2-phenyl-1-(3,4,5-trimethoxyphenyl)-4,5-dihydro-2H-benzo[e]indazole